CN(C1C(CN(CC1)C(=O)[O-])F)C 4-(dimethylamino)-3-fluoropiperidine-1-carboxylate